FC(S(=O)(=O)[O-])(F)F.OC1=C(C=CC=C1)[S+](C1=C(C=CC=C1)O)C1=C(C=CC=C1)O tris(hydroxyphenyl)sulfonium trifluoromethanesulfonic acid salt